(2-bromo-5-fluoro-4-pyridyl)ethanone BrC1=NC=C(C(=C1)C(C)=O)F